tert-butyl (4-(6-cyano-5-fluoro-1-(1-methylcyclopropyl)-1H-indol-2-yl)phenyl)carbamate C(#N)C1=C(C=C2C=C(N(C2=C1)C1(CC1)C)C1=CC=C(C=C1)NC(OC(C)(C)C)=O)F